1-methyl-3-pyrazolol CN1N=C(C=C1)O